4-(benzo[d]isoxazole-3-carbonyl)-10,10-dimethyl-9-oxo-1-oxa-4-azaspiro[5.5]undec-7-ene-8-carbonitrile O1N=C(C2=C1C=CC=C2)C(=O)N2CCOC1(C2)C=C(C(C(C1)(C)C)=O)C#N